CC1=CC(=C(C2=C1C(=O)OC3=C(O2)C=C(C(=C3C)CC=C(C)C)O)C=O)O The molecule is a member of the class of depsidones that is 11H-dibenzo[b,e][1,4]dioxepine substituted by hydroxy groups at position 3 and 7, methyl group at positions 1 and 9, a prenyl group at position 8, an oxo group at position 11 and a formyl group at position 4. Isolated from Chaetomium brasiliense it exhibits cytotoxic activity. It has a role as an antineoplastic agent and a Chaetomium metabolite. It is an aldehyde, a member of depsidones, an organic heterotricyclic compound and a polyphenol.